C(C)OC=1C=CC(=NC1OC)C1=NOC(=N1)C1CCN(CC1)C(CNC(C1=CC=CC=C1)=O)=O N-[2-[4-[3-(5-ethoxy-6-methoxy-2-pyridyl)-1,2,4-oxadiazol-5-yl]-1-piperidyl]-2-oxo-ethyl]benzamide